bis(2-hydroxyethyl)tris(hydroxymethyl)methane hydrochloride Cl.OCCC(O)(C(CO)CO)CCO